2-hydroxyethyl-methyl-[rac-(3R)-3-[6-(dimethylsulfamoylamino)-3-pyridyl]-3-[[rac-(7S)-7-tert-butyl-5,6,7,8-tetrahydrothiazolo[5,4-b]quinoline-2-carbonyl]amino]propyl]ammonium OCC[NH+](CC[C@@H](NC(=O)C=1SC2=NC=3CC[C@@H](CC3C=C2N1)C(C)(C)C)C=1C=NC(=CC1)NS(N(C)C)(=O)=O)C |r|